1-[3-(Propoxydimethylsilyl)octyl]-2-imidazolidinone C(CC)O[Si](C(CCN1C(NCC1)=O)CCCCC)(C)C